N1N=C(C=C1)C1CC(CCCCCCCC1)=O pyrazolylcycloundecane-3-one